TRIMETHYL-BENZYL-AMMONIUM CHLORIDE [Cl-].C[N+](CC1=CC=CC=C1)(C)C